C(C)C1=NN=C(O1)C1=CC(=C(C(=O)N([C@H]2CNCCC2)C2=NC=CC3=C2C(=CS3)C)C=C1)F (R)-4-(5-ethyl-1,3,4-oxadiazol-2-yl)-2-fluoro-N-(3-methylthieno[3,2-c]pyridin-4-yl)-N-(piperidin-3-yl)benzamide